N-[(2S)-1-[(2S,4R)-4-hydroxy-2-[5-[[2-(trifluoromethyl)phenyl]methyl]-1H-imidazol-2-yl]pyrrolidin-1-yl]-3,3-dimethyl-1-oxobutan-2-yl]acetamide O[C@@H]1C[C@H](N(C1)C([C@H](C(C)(C)C)NC(C)=O)=O)C=1NC(=CN1)CC1=C(C=CC=C1)C(F)(F)F